phenethyl tetramethyl disiloxane methyl-1,2,2,6,6-pentamethyl-4-piperidyl sebacate C(CCCCCCCCC(=O)O)(=O)OC1C(C(N(C(C1)(C)C)C)(C)C)C.C(CC1=CC=CC=C1)[SiH](O[Si](C)(C)C)C